N1CC(C1)C=1C=NC(=NC1)N1CC(C1)C(F)(F)F 5-(azetidin-3-yl)-2-[3-(trifluoromethyl)azetidin-1-yl]pyrimidine